C(=C)OS(=O)(=O)C=1NC=C[NH+]1 vinylimidazoliumsulfonate